1-cyclohexyl-3-(3-aminopropyl)-propylenediamine C1(CCCCC1)C(C(CCCCN)N)N